3,7-dichlorophenothiazine chloride [Cl-].ClC=1C=CC=2NC3=CC=C(C=C3SC2C1)Cl